tert-butyl (3S,4S)-3-[[6-[7-(cyclopropoxy)imidazo[1,2-a]pyridin-3-yl]-2-pyridyl]amino]-4-fluoro-pyrrolidine-1-carboxylate C1(CC1)OC1=CC=2N(C=C1)C(=CN2)C2=CC=CC(=N2)N[C@H]2CN(C[C@@H]2F)C(=O)OC(C)(C)C